1-(5Z,8Z,11Z,14Z,17Z-eicosapentaenoyl)-2-(9Z,12Z-octadecadienoyl)-glycero-3-phospho-(1'-sn-glycerol) CCCCC/C=C\C/C=C\CCCCCCCC(=O)O[C@H](COC(=O)CCC/C=C\C/C=C\C/C=C\C/C=C\C/C=C\CC)COP(=O)(O)OC[C@H](CO)O